N-[(1S)-2-[[(1S)-1-cyano-2-(4-methyl-2-oxo-indolin-3-yl)ethyl]amino]-1-(cyclopropylmethyl)-2-oxo-ethyl]-4-methoxy-1H-indole-2-carboxamide C(#N)[C@H](CC1C(NC2=CC=CC(=C12)C)=O)NC([C@H](CC1CC1)NC(=O)C=1NC2=CC=CC(=C2C1)OC)=O